1,1-dichloro-2,2-bis(p-chlorophenyl)ethylene ClC(=C(C1=CC=C(C=C1)Cl)C1=CC=C(C=C1)Cl)Cl